5-(2,6-difluorophenyl)-3-{[1-(methylsulfonyl)piperidine-4-yl]amino}-1H-pyrazolo[4,3-c]isoquinoline-7-carboxamide FC1=C(C(=CC=C1)F)C1=NC2=C(C=3C=CC(=CC13)C(=O)N)NN=C2NC2CCN(CC2)S(=O)(=O)C